3-(benzyloxy)-5-bromo-2-(1,3-dioxolan-2-yl)pyridine C(C1=CC=CC=C1)OC=1C(=NC=C(C1)Br)C1OCCO1